C(#N)[C@H]1N([C@H]2C[C@H]2C1)C([C@H](C12CC3(C[C@@H](CC(C1)C3)C2)OCCOCCO)NC(OC(C)(C)C)=O)=O tert-butyl ((1S)-2-((1S,3S,5S)-3-cyano-2-azabicyclo[3.1.0]hexan-2-yl)-1-((1S,3R,5S)-3-(2-(2-hydroxyethoxy)ethoxy)adamantan-1-yl)-2-oxoethyl)carbamate